2-chloro-N-(2,2,2-trifluoro-ethyl)acetamide ClCC(=O)NCC(F)(F)F